ClC=1C(=CC2=C(C=NS2)C1)N=C(C1=CC=CC=C1)C1=CC=CC=C1 5-chloro-N-(diphenylmethylene)benzo[d]isothiazol-6-amine